(R)-4-(2-((5-methoxy-7-methyl-1H-indol-4-yl)methyl)-2-azaspiro[3.3]heptan-1-yl)benzoic acid COC=1C(=C2C=CNC2=C(C1)C)CN1[C@@H](C2(C1)CCC2)C2=CC=C(C(=O)O)C=C2